COC1=CC=2N(N=C1OCC1=CC=C3C(=N1)C=NN3CCC3=CC=CC=C3)C(=NN2)C2=NOC(=C2)C 3-(7-Methoxy-6-(((1-phenethyl-1H-pyrazolo[4,3-b]pyridin-5-yl)methoxy))-[1,2,4]triazolo[4,3-b]pyridazin-3-yl)-5-methylisoxazole